BrC=1C=CC(=C(NC(C)(C)C)C1)[N+](=O)[O-] 5-bromo-N-(tert-butyl)-2-nitroaniline